OC(CC#CC1=C(C=C(C=N1)C=1C=C(C=CC1C)NC(C1=CC(=NC=C1)C(F)(F)F)=O)N1CCOCC1)(C)C N-(3-(6-(4-hydroxy-4-methylpent-1-yn-1-yl)-5-morpholino-pyridin-3-yl)-4-methylphenyl)-2-(trifluoromethyl)isonicotinamide